ClC1=CC=C(C=C1)[C@@H]1CC[C@H](CC1)C=1C(C2=CC=CC=C2C(C1O)=O)=O trans-2-[4-(4-chlorophenyl)cyclohexyl]-3-hydroxy-1,4-naphthalenedione